3-(1-aminoethyl)-1-({3,4-difluoro-2-[(2-fluoro-4-iodophenyl)amino]Phenyl}carbonyl)azetidin-3-ol NC(C)C1(CN(C1)C(=O)C1=C(C(=C(C=C1)F)F)NC1=C(C=C(C=C1)I)F)O